(Z)-1-(2-cyano-4-(1-(5-(trifluoromethoxy)pyridin-2-yl)-1H-1,2,4-triazol-3-yl)phenyl)-3-(3-(2-(1-methoxyethyl)-5-methylphenyl)-4-oxothiazolidin-2-ylidene)urea C(#N)C1=C(C=CC(=C1)C1=NN(C=N1)C1=NC=C(C=C1)OC(F)(F)F)NC(=O)\N=C\1/SCC(N1C1=C(C=CC(=C1)C)C(C)OC)=O